3-(spiro[3.3]heptan-2-ylmethoxy)propanamide C1C(CC12CCC2)COCCC(=O)N